D-prolyl-L-phenylalanyl-L-arginine N1[C@H](CCC1)C(=O)N[C@@H](CC1=CC=CC=C1)C(=O)N[C@@H](CCCNC(N)=N)C(=O)O